6-(isopentyloxy)-5-((3-(methylsulfonamido)phenyl)carbamoyl)pyridin C(CC(C)C)OC1=C(C=CC=N1)C(NC1=CC(=CC=C1)NS(=O)(=O)C)=O